C1(CC1)C=1SC2=C(C1)CC(CC2)N(C(OC(C)(C)C)=O)C tert-butyl N-(2-cyclopropyl-4,5,6,7-tetrahydrobenzothiophen-5-yl)-N-methyl-carbamate